Dimethylaminochloroethane CN(C)C(C)Cl